6-fluoro-4-(1-hydroxyethyl)-1H-Indole-2-carboxylic Acid FC1=CC(=C2C=C(NC2=C1)C(=O)O)C(C)O